(3R)-4-(2,6-dichloropyridin-4-yl)-3-methylmorpholine ClC1=NC(=CC(=C1)N1[C@@H](COCC1)C)Cl